CN1C=2C(C(=O)OC1=O)=CC=CC2 N-methyl-isatoic anhydride